N[C@H](C(=O)N[C@H]1C(N(C1)C1=CC=C(C=C1)OC)=O)CCC1=CC=CC=C1 (S)-2-amino-N-((R)-1-(4-methoxyphenyl)-2-oxoazetidin-3-yl)-4-phenylbutanamide